1-(2,2-dimethoxyethoxymethyl)-2,3,5-triiodobenzene COC(COCC1=C(C(=CC(=C1)I)I)I)OC